ClC1=C(OCC=2C=C(C=CC2)C2CN(CC2)C(=O)[O-])C=CC(=C1)Cl 3-(3-((2,4-dichlorophenoxy)methyl)phenyl)pyrrolidine-1-carboxylate